(1R,3S,5R)-tert-Butyl 3-((6-bromo-4-methoxypyridin-2-yl)carbamoyl)-5-methyl-2-azabicyclo[3.1.0]hexane-2-carboxylate BrC1=CC(=CC(=N1)NC(=O)[C@H]1N([C@@H]2C[C@@]2(C1)C)C(=O)OC(C)(C)C)OC